2-Chloro-4-((R)-8-(4-(4-(4-(3-(((R)-2,6-dioxo-piperidin-3-yl)amino)-phenyl)piperazin-1-yl)-piperidine-1-carbonyl)-phenyl)-3-methyl-2,8-diazaspiro[4.5]decan-2-yl)benzonitrile ClC1=C(C#N)C=CC(=C1)N1CC2(C[C@H]1C)CCN(CC2)C2=CC=C(C=C2)C(=O)N2CCC(CC2)N2CCN(CC2)C2=CC(=CC=C2)N[C@H]2C(NC(CC2)=O)=O